2-((2-Allyl-4-fluorophenyl)amino)-N-(2-(but-3-en-1-yl)-6-methoxypyridin-3-yl)-5-chloronicotinamide C(C=C)C1=C(C=CC(=C1)F)NC1=C(C(=O)NC=2C(=NC(=CC2)OC)CCC=C)C=C(C=N1)Cl